(2-(3-benzyloxy-4-difluoromethoxyphenyl)-2-chloroethyl)-2,6-dimethylpyridin-4(1H)-one C(C1=CC=CC=C1)OC=1C=C(C=CC1OC(F)F)C(CN1C(=CC(C=C1C)=O)C)Cl